OCC1=CC=C2N=C(C(NC2=C1C)=O)OC 7-(hydroxymethyl)-3-methoxy-8-methyl-1H-quinoxalin-2-one